CC1=NC(=CC=C1OC=1N=NC(=C(C1C(=O)NC1=CC(=CC=C1)S(=O)(C)=N)C)C(F)(F)F)C 3-[(2,6-dimethylpyridin-3-yl)oxy]-N-{3-[imino(methyl)oxo-λ6-sulfanyl]phenyl}-5-methyl-6-(trifluoromethyl)pyridazine-4-carboxamide